N1N=CC2=CC(=CC=C12)C=1C=NC=2N(C=3C=CC(=CC3OC2C1)C=1C=C2C=NNC2=CC1)CCN1[C@@H]2CC([C@H](C1)C2)C 6,12-bis-(1H-indazol-5-yl)-2-{2-[(1R,4R)-5-methyl-2-azabicyclo[2.2.1]heptan-2-yl]ethyl}-9-oxa-2,4-diazatricyclo[8.4.0.0^{3,8}]tetradeca-1(10),3(8),4,6,11,13-hexaene